N'-(7-chloroquinolin-4-yl)-N-cyclohexylethane-1,2-diamine ClC1=CC=C2C(=CC=NC2=C1)NCCNC1CCCCC1